ClC1=NC(=NC(=C1)C)C=1C=NC=CC1 4-chloro-6-methyl-2-(pyridin-3-yl)pyrimidine